C(C)(C)(C)OC(\C=C\C(=C)C1=C(C=C(C=C1)OC)C(NC=1C=CC=C2C=CC=NC12)=O)=O (E)-4-(4-methoxy-2-(quinolin-8-ylcarbamoyl)phenyl)penta-2,4-dienoic acid tert-butyl ester